((1s,4R)-4-methylcyclohexyl)-N-((3S,5S)-5-(morpholine-4-carbonyl)pyrrolidin-3-yl)isobutyramide CC1CCC(CC1)C(C(=O)N[C@@H]1CN[C@@H](C1)C(=O)N1CCOCC1)(C)C